(2S,4r)-N-[(2-cyclopropyl-2-azabicyclo[2.1.1]hex-1-yl)methyl]-1-[(2S)-2-(4-cyclopropyltriazol-1-yl)-3,3-dimethyl-butyryl]-4-hydroxy-pyrrolidine-2-carboxamide C1(CC1)N1C2(CC(C1)C2)CNC(=O)[C@H]2N(C[C@@H](C2)O)C([C@H](C(C)(C)C)N2N=NC(=C2)C2CC2)=O